OC[C@H](C1=CC=CC=C1)NC(=O)C=1OC=C(N1)C1=NC(=NC=C1C)NC1=CC=NN1C (S)-N-(2-hydroxy-1-phenylethyl)-4-(5-methyl-2-((1-methyl-1H-pyrazol-5-yl)amino)pyrimidin-4-yl)oxazole-2-carboxamide